C[C@@H]1N(CCC1)CC1=NC2=C(N1)C=CC(=C2)NC(=O)C2=CC=C(C=C2)N2CCC(CC2)CN2CCN(CC2)C(=O)OC(C)(C)C tert-butyl (S)-4-((1-(4-((2-((2-methylpyrrolidin-1-yl)methyl)-1H-benzo[d]imidazol-5-yl)carbamoyl)phenyl)piperidin-4-yl)methyl)piperazine-1-carboxylate